2-(5-Bromo-3-((tetrahydrofuran-3-yl)oxy)pyridin-2-yl)-6,6-difluoro-2-azaspiro[3.3]heptane BrC=1C=C(C(=NC1)N1CC2(C1)CC(C2)(F)F)OC2COCC2